2-chloro-6-methoxy-N-(1-propylpiperidin-4-yl)-7-(3-(pyrrolidin-1-yl)propoxy)quinazolin-4-amine ClC1=NC2=CC(=C(C=C2C(=N1)NC1CCN(CC1)CCC)OC)OCCCN1CCCC1